3-methyl-5-(((2-oxopyrrolidin-3-yl)methyl)amino)-8-(4-(trifluoromethyl)phenyl)pyrido[4,3-d]pyrimidin-4(3H)-one CN1C=NC2=C(C1=O)C(=NC=C2C2=CC=C(C=C2)C(F)(F)F)NCC2C(NCC2)=O